ClC1=C(C=CC=C1)[C@H](OC1=NC(=NC=C1)C(=O)N[C@H](C)\C=C\S(=O)(=O)C)C1CCC1 ((R)-(2-Chlorophenyl)(cyclobutyl)methoxy)-N-((R,E)-4-(methylsulfonyl)but-3-en-2-yl)pyrimidine-2-carboxamide